ClC1=C(C=CC=C1)[C@@H](C(=O)N1CC2=NN(C=C2C1)S(=O)(=O)C1=NN(C=C1C)CC(F)(F)F)CO (2R)-2-(2-chlorophenyl)-3-hydroxy-1-{2-[4-methyl-1-(2,2,2-trifluoroethyl)pyrazol-3-ylsulfonyl]-4H,6H-pyrrolo[3,4-c]pyrazol-5-yl}propan-1-one